N-(1-(benzo[b]thiophen-3-yl)-2-oxo-2-(phenethylamino)ethyl)-2-ethynyl-N-(4-(oxazol-5-yl)phenyl)thiazole-4-carboxamide S1C2=C(C(=C1)C(C(NCCC1=CC=CC=C1)=O)N(C(=O)C=1N=C(SC1)C#C)C1=CC=C(C=C1)C1=CN=CO1)C=CC=C2